β-(3,5-di-tert-butyl-4-hydroxyphenyl)propane C(C)(C)(C)C=1C=C(C=C(C1O)C(C)(C)C)C(C)C